FC=1C=C(CC=2C=NN(C2)C(=O)N[C@@H]2C(N(C3=C(OC2)C=CC(=C3)OCCN3C(C=CC=C3)=O)C)=O)C=CC1 (S)-4-(3-fluorobenzyl)-N-(5-methyl-4-oxo-7-(2-(2-oxopyridin-1(2H)-yl)ethoxy)-2,3,4,5-tetrahydrobenzo[b][1,4]oxazepin-3-yl)-1H-pyrazole-1-carboxamide